Cl.Cl.C(C)OC=1C=CC(=NC1)C=1N(C(=NN1)C12CC(C1)(C2)N)C=2C=NC=CC2 3-(5-(5-ethoxypyridin-2-yl)-4-(pyridin-3-yl)-4H-1,2,4-triazol-3-yl)bicyclo[1.1.1]Pentane-1-amine dihydrochloride